C(C)(C)(C)C1=CC(=C(C=C1O)CC1=NC2=C(N1)C=CC(=C2)C(=O)NCC2(CC2)C(F)(F)F)F 2-[(4-tert-butyl-2-fluoro-5-hydroxy-phenyl)methyl]-N-[[1-(trifluoromethyl)cyclopropyl]methyl]-1H-benzoimidazole-5-carboxamide